2-chloro-4-[[3-(2,3-dihydroxy-3-methyl-butyl)-1-methyl-2-oxo-benzimidazol-5-yl]amino]pyridine-3-carbonitrile ClC1=NC=CC(=C1C#N)NC1=CC2=C(N(C(N2CC(C(C)(C)O)O)=O)C)C=C1